3-benzyl-1-(5-(2-methoxypyrimidin-5-yl)-6-methylpyridin-2-yl)-1-(trans-4-((4-((oxetan-3-yl)oxy)-5-(trifluoromethyl)pyrimidin-2-yl)amino)cyclohexyl)urea C(C1=CC=CC=C1)NC(N([C@@H]1CC[C@H](CC1)NC1=NC=C(C(=N1)OC1COC1)C(F)(F)F)C1=NC(=C(C=C1)C=1C=NC(=NC1)OC)C)=O